CC(CC#CC=1C=C(C=CC1)S(=O)(=O)C1=C(N=NN1)C(=O)OCC)C ethyl 5-(3-(4-methylpent-1-ynyl)phenylsulfonyl)-1H-1,2,3-triazole-4-carboxylate